FC=1C=C2C(=NC1NC1=C(C(=CC=C1)F)C)NN=C2N 5-fluoro-N6-(3-fluoro-2-methylphenyl)-1H-pyrazolo[3,4-b]pyridine-3,6-diamine